The molecule is an acyl-CoA that results from the formal condensation of the thiol group of coenzyme A with the carboxy group of oscr#34. It derives from an oscr#34. It is a conjugate acid of an oscr#34-CoA(4-). C[C@H]1[C@@H](C[C@H]([C@@H](O1)OCCCCCCCCCCCCCCCCCCC(=O)SCCNC(=O)CCNC(=O)[C@@H](C(C)(C)COP(=O)(O)OP(=O)(O)OC[C@@H]2[C@H]([C@H]([C@@H](O2)N3C=NC4=C(N=CN=C43)N)O)OP(=O)(O)O)O)O)O